C(=O)[C@]1(N(CCC1)C(=O)OCC1=CC=CC=C1)C benzyl (2S)-2-formyl-2-methyl-pyrrolidine-1-carboxylate